3,5-bis(bromomethyl)benzene tert-butyl-N-[(10R,14S)-10-methyl-9-oxo-5,8,17-triazatricyclo[13.3.1.02,7]nonadeca-1(19),2(7),3,5,15,17-hexaen-14-yl]carbamate C(C)(C)(C)OC(N[C@H]1CCC[C@H](C(NC=2C=NC=CC2C=2C=NC=C1C2)=O)C)=O.BrCC=2C=CC=C(C2)CBr